FC1=C(C=CC=C1)S(=O)(=O)C1=C(OC2=C1C=CC=C2)C(=O)N ((2-fluorophenyl)sulfonyl)benzofuran-2-carboxamide